P(=O)([O-])([O-])[O-].C(CC)[N+](CCC)(CCC)CCC.C(CC)[N+](CCC)(CCC)CCC.C(CC)[N+](CCC)(CCC)CCC tetrapropylammonium phosphate salt